1-(4-bromobenzoyl)piperidin-4-one 2-(10-dodecyl-3-ethyl-8,14-dioxo-7,9,13-trioxa-3-azaoctadecan-18-yl)propane-1,3-diyldioctanoate C(CCCCCCCCCCC)C(OC(OCCCN(CC)CC)=O)CCOC(CCCCC(CCCCCCCCC(=O)O)CCCCCCCCC(=O)O)=O.BrC1=CC=C(C(=O)N2CCC(CC2)=O)C=C1